O=C1NC(CCC1NC(NC=1C=CC=C2CCN(C12)C(=O)OC(C)(C)C)=O)=O tert-Butyl 7-(3-(2,6-dioxopiperidin-3-yl)ureido)indoline-1-carboxylate